4-propyl-1-oxa-4-azacyclotridecane-11,13-dione C(CC)N1CCOC(CC(CCCCCC1)=O)=O